ClC1=CC(=NC(=N1)C1=CC=C(C=C1)C(F)(F)F)N 6-chloro-2-(4-(trifluoromethyl)phenyl)pyrimidin-4-amine